3-(4-((2-(2-aminoethoxy)ethyl)thio)-1-oxoisoindolin-2-yl)piperidine-2,6-dione NCCOCCSC1=C2CN(C(C2=CC=C1)=O)C1C(NC(CC1)=O)=O